5-methylsulfanyl-thieno[3,2-b]pyridine CSC1=CC=C2C(=N1)C=CS2